N-(quinolin-8-yl)pent-4-enamide (±)-tert-butyl-(1S,2R,3R,5R)-3-(benzylamino)-2-fluoro-1,5-dimethyl-8-azabicyclo[3.2.1]octane-8-carboxylate C(C)(C)(C)OC(=O)N1[C@@]2([C@@H]([C@@H](C[C@]1(CC2)C)NCC2=CC=CC=C2)F)C.N2=CC=CC1=CC=CC(=C21)NC(CCC=C)=O |r|